F[C@@H]1CN(C[C@H]1OC1=CC(=C(C=C1)N1CCNCC1)F)C(=O)OC(C)(C)C tert-butyl (3R,4R)-3-fluoro-4-(3-fluoro-4-(piperazin-1-yl)phenoxy)-pyrrolidine-1-carboxylate